ClC1=CC=C(C=C1)N1N=CC(=C1)C=C1C(N(C(S1)=S)C)=O [1-(4-chlorophenyl)pyrazol-4-yl]methylene-3-methyl-2-thioxo-thiazolidin-4-one